C(C)C1(OC2=CC=C(C=C2C(C1)=O)C(=O)C1=C(C=CC=2N(N=NC21)C(C)C)C(=O)NN)CC (2,2-diethyl-4-oxo-chroman-6-carbonyl)-1-isopropyl-benzotriazole-5-carbohydrazide